2-benzoyloxy-N-(4-methanesulfonylamino-3-phenoxy-phenyl)-acetamide C(C1=CC=CC=C1)(=O)OCC(=O)NC1=CC(=C(C=C1)NS(=O)(=O)C)OC1=CC=CC=C1